[NH4+].CC(C)O methyl-ethanol ammonium salt